FC1=CC=C(OCC[C@H]2N(C3CC(C2)C3)C(C3=C(C=CC(=C3)C)C3=NC=CC=N3)=O)C=C1 (3S)-3-[2-(4-Fluorophenoxy)ethyl]-2-[5-methyl-2-(pyrimidin-2-yl)benzoyl]-2-azabicyclo[3.1.1]heptan